tert-butyl 3-cyano-2-cyclopropyl-5-[(2-cyclopropyl-4-iodo-5-methylphenyl)amino]pyrrolo[3,2-b]pyridine-1-carboxylate C(#N)C1=C(N(C=2C1=NC(=CC2)NC2=C(C=C(C(=C2)C)I)C2CC2)C(=O)OC(C)(C)C)C2CC2